4,4'-((propane-1,3-diylbis(oxy))bis(5-methoxybenzo[b]selenophen-6,2-diyl))bis(4-oxobutanoic acid) C(CCOC=1C(=CC2=C([Se]C(=C2)C(CCC(=O)O)=O)C1)OC)OC=1C(=CC2=C([Se]C(=C2)C(CCC(=O)O)=O)C1)OC